(3S)-N-[3-hydroxy-5-[(1,4,5,6-tetrahydro-5-hydroxy-2-pyrimidinyl)amino]benzoyl]glycyl-3-[3-bromo-5-(1,1-dimethylethyl)phenyl]-β-alanine OC=1C=C(C(=O)NCC(=O)NC(CC(=O)O)C2=CC(=CC(=C2)C(C)(C)C)Br)C=C(C1)NC=1NCC(CN1)O